[C@H]12CCC([C@H](OC1)O2)=O (1s,5r)-6,8-dioxabicyclo[3.2.1]octane-4-one